2-allylthio-1-(4-formylphenyl)ethane C(C=C)SCCC1=CC=C(C=C1)C=O